L-N-Boc-vinyl-glycine methyl ester COC(CN(C(=O)OC(C)(C)C)C=C)=O